C(C1=CC=CC=C1)OC(=O)N[C@H](C=1N=C2N(N=C(C(=C2)Cl)CC2(C(NC[C@H](C2)C(F)(F)F)=O)C(=O)OC)C1)C1CCC(CC1)(F)F methyl (5S)-3-((2-((S)-(((benzyloxy)carbonyl)amino)(4,4-difluorocyclohexyl)methyl)-7-chloroimidazo[1,2-b]pyridazin-6-yl)methyl)-2-oxo-5-(trifluoromethyl)piperidine-3-carboxylate